oxalic amide C(C(=O)O)(=O)N